N-(2-chloro-6-methylphenyl)-2-{6-[4-(2-hydroxyethyl)piperazin-1-yl]-2-methylPyrimidin-4-ylamino}thiazole-5-carboxamide ClC1=C(C(=CC=C1)C)NC(=O)C1=CN=C(S1)NC1=NC(=NC(=C1)N1CCN(CC1)CCO)C